neopentanedithiol C(C(C)(C)C)(S)S